tert-Butyl (2S,4R)-4-[tert-butyl(dimethyl)silyl]oxy-2-formylpyrrolidine-1-carboxylate [Si](C)(C)(C(C)(C)C)O[C@@H]1C[C@H](N(C1)C(=O)OC(C)(C)C)C=O